Fmoc-Amino alcohol C(=O)(OCC1C2=CC=CC=C2C2=CC=CC=C12)NO